O1CCN(CC1)C1=C(C=CC=C1)C=1C=CC(N(N1)CC=1C=C2C=CC=NC2=CC1)=O 6-(morpholinophenyl)-2-(quinolin-6-ylmethyl)pyridazin-3(2H)-one